(2,6-Dichloropyridin-4-yl)methyl 2-(piperazin-1-yl)acetate dihydrochloride Cl.Cl.N1(CCNCC1)CC(=O)OCC1=CC(=NC(=C1)Cl)Cl